Caprat [O-]C(=O)CCCCCCCCC